N-(benzo[d][1,3]dioxol-5-yl)methanesulfonamide O1COC2=C1C=CC(=C2)NS(=O)(=O)C